CO[C@@H](CN(CC[C@@H](C(=O)O)NC1=NC=C(C=N1)C(F)(F)F)CCCCC1=NC=2NCCCC2C=C1)C (S)-4-(((R)-2-methoxypropyl)(4-(5,6,7,8-tetrahydro-1,8-naphthyridin-2-yl)butyl)amino)-2-((5-(trifluoromethyl)pyrimidin-2-yl)amino)butanoic acid